C(C)C(C(=O)O)CCCC.C(C)C(C(=O)O)CCCC.C(C)C(C(=O)O)CCCC.C(O)C(CC)(CO)CO trimethylolpropane tri(ethylhexanoate)